tert-Butyl (S)-3-((4-((4-((2-oxabicyclo[2.1.1]hexan-4-yl)methoxy)-3-chloro-2-fluorophenyl)amino)pyrido[3,2-d]pyrimidin-6-yl)oxy)pyrrolidine-1-carboxylate C12OCC(C1)(C2)COC2=C(C(=C(C=C2)NC=2C1=C(N=CN2)C=CC(=N1)O[C@@H]1CN(CC1)C(=O)OC(C)(C)C)F)Cl